FC1=C(C=CC(=C1F)C=1CCNCC1)NC(C1=CC(=C(C=C1)C=1CCNCC1)F)=O N-[2,3-difluoro-4-(1,2,3,6-tetrahydro-pyridin-4-yl)-phenyl]-3-fluoro-4-(1,2,3,6-tetrahydro-pyridin-4-yl)-benzamide